O.N[C@H](C)C(=O)N D-alaninamide hydrate